ClCC[C@@]1(NC[C@]2(CC2(F)F)C1)C(=O)OC methyl (3R,6R)-6-(2-chloroethyl)-1,1-difluoro-5-azaspiro[2.4]heptane-6-carboxylate